FC1=C(C=CC(=C1)F)[C@H](C)NC([C@H](C)C=1C(NC2=CC=NC=C2C1C(F)(F)F)=O)=O |o1:12| (2R*)-N-[(1S)-1-(2,4-difluorophenyl)ethyl]-2-[2-oxo-4-(trifluoromethyl)-1H-1,6-naphthyridin-3-yl]propanamide